15,16-Epoxy-9,12-octadecadienoic acid C(CCCCCCCC=CCC=CCC1C(CC)O1)(=O)O